(2'-ethylhexyl-oxy)-1,4-phenylenevinylene C(C)C(COC1=CC=C(C=C1)C#C)CCCC